CC=1N(C(=CC1)C)C1=NN(C(=C1)C(C)C)C 3-(2,5-dimethylpyrrol-1-yl)-5-isopropyl-1-methylpyrazole